3-allyl-3-aminopiperidine-1-carboxylic acid benzyl ester C(C1=CC=CC=C1)OC(=O)N1CC(CCC1)(N)CC=C